CN(C(C#CC)=O)[C@H]1C[C@]2(C[C@H]2CC1)OC=1C=2N(C=C(N1)C=1C=NN(C1)C)N=CC2 N-methyl-N-((1S,3R,6R)-1-((6-(1-methyl-1H-pyrazol-4-yl)pyrazolo[1,5-a]pyrazin-4-yl)oxy)bicyclo[4.1.0]heptan-3-yl)but-2-ynamide